4-anthryl-N,N-bis(4-aminophenyl)aniline C1(=CC=CC2=CC3=CC=CC=C3C=C12)C1=CC=C(N(C2=CC=C(C=C2)N)C2=CC=C(C=C2)N)C=C1